oxapregnan OC[C@H]1CC[C@H]2[C@@H]3CCC4CCCC[C@]4(C)[C@H]3CC[C@]12C